1-p-toluenesulfonyl-1,2,3,6-tetrahydropyridine CC1=CC=C(C=C1)S(=O)(=O)N1CCC=CC1